2-(2-methoxy-4,6-dimethylphenyl)cyclopent-4-ene-1,3-dione COC1=C(C(=CC(=C1)C)C)C1C(C=CC1=O)=O